Lauroylcholine iodide [I-].C(CCCCCCCCCCC)(=O)OCC[N+](C)(C)C